COCC=1C=C(C=CC1)C1=NNC=C1C=1N=C2C=C(C=NC2=CC1)C=1C=NN(C1)CCN 2-[4-[6-[3-[3-(methoxymethyl)phenyl]-1H-pyrazol-4-yl]-1,5-naphthyridin-3-yl]pyrazol-1-yl]ethanamine